5-[(3,4-dibenzyloxyphenoxy)methyl]oxazol-2(3H)-one C(C1=CC=CC=C1)OC=1C=C(OCC2=CNC(O2)=O)C=CC1OCC1=CC=CC=C1